C(CCC)OC(C(C(=O)OCCCC)CC1=CC=C(C=C1)[N+](=O)[O-])=O 2-(4-nitrobenzyl)-malonic acid dibutyl ester